N-(30-(9Z,12Z-octadecadienoyloxy)-triacontanoyl)-sphinganine C(C=CC=CCCCCCCCCCCCCC)(=O)OCCCCCCCCCCCCCCCCCCCCCCCCCCCCCC(=O)N[C@@H](CO)[C@H](O)CCCCCCCCCCCCCCC